2-((6-((2,5-dichloropyrimidin-4-yl)amino)-1-isopropyl-2-oxo-1,2-dihydro-1,8-naphthyridin-3-yl)oxy)-N-methylacetamide ClC1=NC=C(C(=N1)NC=1C=C2C=C(C(N(C2=NC1)C(C)C)=O)OCC(=O)NC)Cl